2-(2-furyl)-1-(2-(2-naphthyl)-ethyl)-1H-benzimidazole O1C(=CC=C1)C1=NC2=C(N1CCC1=CC3=CC=CC=C3C=C1)C=CC=C2